BrC1=CC(=C(N)C=C1)C=1SC=CC1 4-bromo-2-(thiophenyl)aniline